C(C)N(C1=C(C=C(C=C1)NC1=NC=2N(C(=N1)C1=CN(C3=CC=CC=C13)C)N=CC2)N)CC 2-(4-diethylamino-3-aminophenylamino)-4-(1-methylindol-3-yl)pyrazolo[1,5-a][1,3,5]Triazine